C(CCCCCCCCCCC)SSCSC(C(=O)O)C 2-[[(dodecylthio)thiomethyl]thio]propionic acid